7-Cyclobutoxy-6-iodo-2-(1-methyl-2-oxabicyclo[2.1.1]hexan-4-yl)imidazo[1,2-a]pyrimidine C1(CCC1)OC1=NC=2N(C=C1I)C=C(N2)C21COC(C2)(C1)C